phenyl (5-ethylthiazol-2-yl)carbamate C(C)C1=CN=C(S1)NC(OC1=CC=CC=C1)=O